1-(3-fluorosulfonyloxy-4-piperazin-1-yl-phenyl)-2,4-dioxo-hexahydropyrimidine FS(=O)(=O)OC=1C=C(C=CC1N1CCNCC1)N1C(NC(CC1)=O)=O